C(C)(C)(C)OC(N(C=1C(=NC=CC1)[N+](=O)[O-])C=1C=NC(=CC1)OC1=CC(=C(C=C1)C)OC)=O.C(#N)C(C)(C)C(SC(N(C1=CC=NC=C1)C)=S)C 2-cyanopropan-2-yl-N-methyl-N-(pyridin-4-yl)dithiourethane tert-butyl-N-[6-(3-methoxy-4-methylphenoxy)pyridin-3-yl]-N-(2-nitropyridin-3-yl)carbamate